N-(3-chloro-4-methoxyphenyl)-4-[2-oxo-4-(propylamino)-2,3-dihydro-1H-1,3-benzodiazol-1-yl]piperidine-1-carboxamide ClC=1C=C(C=CC1OC)NC(=O)N1CCC(CC1)N1C(NC2=C1C=CC=C2NCCC)=O